COC(=O)C=1C=CC2=C(N(C(=N2)CN2CCC(CC2)C2=NC(=CC=C2)OC([2H])([2H])C2=C(C=C(C=C2)Cl)F)C[C@H]2OCC2)C1 (S)-2-((4-(6-((4-chloro-2-fluorophenyl)methoxy-d2)pyridin-2-yl)piperidin-1-yl)methyl)-1-(oxetan-2-ylmethyl)-1H-benzo[d]imidazole-6-carboxylic acid methyl ester